2-methyl-N-(2-nitrophenyl)pyridin-4-amine CC1=NC=CC(=C1)NC1=C(C=CC=C1)[N+](=O)[O-]